(2S,4R)-1-(2-(3-acetyl-5-(2-methylpyrimidin-5-yl)-1H-indazol-1-yl)acetyl)-N-(4-chlorothiazol-2-yl)-4-fluoropyrrolidine-2-carboxamide C(C)(=O)C1=NN(C2=CC=C(C=C12)C=1C=NC(=NC1)C)CC(=O)N1[C@@H](C[C@H](C1)F)C(=O)NC=1SC=C(N1)Cl